(R)-N-(4-chlorophenyl)-9-(1-ethyl-1H-pyrazol-4-yl)-1-methyl-6,7-dihydro-5H-benzo[c][1,2,3]triazolo[1,5-a]azepin-7-amine ClC1=CC=C(C=C1)N[C@H]1C2=C(C=3N(CC1)N=NC3C)C=CC(=C2)C=2C=NN(C2)CC